3-(1,1-difluoroethyl)azetidine-1-carboxylic acid FC(C)(F)C1CN(C1)C(=O)O